P1C=CC=C1 phosphole